5-bromo-2-(7-{[(3R)-1-methylpiperidin-3-yl]amino}pyrazolo[1,5-d][1,2,4]triazin-4-yl)phenol BrC=1C=CC(=C(C1)O)C=1C=2N(C(=NN1)N[C@H]1CN(CCC1)C)N=CC2